1-(3-cyclopropylpyridin-2-yl)methanamine C1(CC1)C=1C(=NC=CC1)CN